The molecule is a member of the class of catechols that is catechol which is substituted by a propyl group at position 3. It is a chemical component in tobacco. It has a role as a bacterial xenobiotic metabolite. CCCC1=C(C(=CC=C1)O)O